bis(2-methoxyphenyl) oxalate C(C(=O)OC1=C(C=CC=C1)OC)(=O)OC1=C(C=CC=C1)OC